tert-butyl 3-(4-nitrophenyl)-5-oxopiperazine-1-carboxylate [N+](=O)([O-])C1=CC=C(C=C1)C1CN(CC(N1)=O)C(=O)OC(C)(C)C